C1(=NN=C(C=2C1=CSC2)O)O thieno[3,4-d]pyridazine-1,4-diol